(5-methyl-3-thienyl)boronic acid CC1=CC(=CS1)B(O)O